ethanone acetate C(C)(=O)O.C(C)=O